CS(=O)(=O)N1CCN(CC1)C=1C=C2C=NNC2=CC1 5-(4-(Methylsulfonyl)piperazin-1-yl)-1H-indazole